CC1=CC=2N(C=C1C1CCN(CC1)S(=O)(=O)C=1C(=NN(C1C)C)C)N=CN2 7-methyl-6-(1-((1,3,5-trimethyl-1H-pyrazol-4-yl)sulfonyl)piperidin-4-yl)-[1,2,4]triazolo[1,5-a]pyridine